heptafluorogadolinium F[Gd](F)(F)(F)(F)(F)F